(l)-N,N'-diisopropylcarbodiimide C(C)(C)N=C=NC(C)C